5-(1,3-Benzodioxan-5-yl)-3-hexylcyclohex-2-enone O1COCC2=C1C=CC=C2C2CC(=CC(C2)=O)CCCCCC